4-(5-((3,4-difluorobenzyl)carbamoyl)thiophen-2-yl)-6-(4-fluorophenethyl)-2-isobutyl-5-(2-(2,2,2-trifluoroacetyl)hydrazine-1-carbonyl)nicotinamide FC=1C=C(CNC(=O)C2=CC=C(S2)C2=C(C(=NC(=C2C(=O)N)CC(C)C)CCC2=CC=C(C=C2)F)C(=O)NNC(C(F)(F)F)=O)C=CC1F